[Na].P(=O)(O)(O)OCCN phosphoethanolamine sodium salt